(3R,5S)-4-[(1-benzyloxycarbonyl-4-piperidinyl)methyl]-3,5-dimethyl-piperazine-1-carboxylic acid tert-butyl ester C(C)(C)(C)OC(=O)N1C[C@H](N([C@H](C1)C)CC1CCN(CC1)C(=O)OCC1=CC=CC=C1)C